(3R)-3-{[2-(4-methoxyphenyl)-7-(prop-1-en-2-yl)[1,2,4]triazolo[1,5-c]quinazolin-5-yl]amino}azepan-2-one COC1=CC=C(C=C1)C1=NN2C(=NC=3C(=CC=CC3C2=N1)C(=C)C)N[C@H]1C(NCCCC1)=O